N,N',N''-(benzene-1,3,5-triyl)tris(2-bromoacetamide) C1(=CC(=CC(=C1)NC(CBr)=O)NC(CBr)=O)NC(CBr)=O